N1CC(C1)OC(CN1C(N(C(C2=C1SC=C2C)=O)C(C(=O)OC(C)(C)C)(C)C)=O)C2=C(C=CC=C2)OC tert-butyl 2-(1-(2-(azetidin-3-yloxy)-2-(2-methoxyphenyl)ethyl)-5-methyl-2,4-dioxo-1,4-dihydrothieno[2,3-d]pyrimidin-3(2H)-yl)-2-methylpropanoate